tert-Butyl 3-(2-((3-fluorobenzyl)amino)-2-oxo ethyl)azetidine-1-carboxylate FC=1C=C(CNC(CC2CN(C2)C(=O)OC(C)(C)C)=O)C=CC1